C1(=CC=CC=C1)N(C1=CC=C(C=C1)N1C(=NC2=C3C=CC=NC3=C3N=CC=CC3=C21)C2=CC=C(C(=O)O)C=C2)C2=CC=CC=C2 4-(1-(4-(diphenylamino)phenyl)-1H-imidazo[4,5-f][1,10]phenanthroline-2-yl)benzoic acid